4-chloro-N-(5-cyclopropyl-1H-pyrazol-3-yl)-N-methyl-butyramide ClCCCC(=O)N(C)C1=NNC(=C1)C1CC1